C(CCCCCCCCCCCCCCC)OCC(O)COCCCCCCCCCCCCCCCC 1,3-bis-O-(hexadecyl)glycerol